ClC=1C=C(C=CC1OC)NC(=O)C1CCC(CC1)N1C(C2=CC=CC(=C2C1)C)=O (1s,4s)-N-(3-Chloro-4-methoxyphenyl)-4-(4-methyl-1-oxoisoindolin-2-yl)cyclohexanecarboxamide